CN(C(CCNC1[C@@H]2CC[C@H](C1)N2C(=O)OC(C)(C)C)=O)C tert-butyl (1S,4R)-2-((3-(dimethylamino)-3-oxopropyl) amino)-7-azabicyclo[2.2.1]heptane-7-carboxylate